OC(CN(CCCCC1C(NC(C(N1)=O)CCCCN(CC(CCCCCCCCCC)O)CC(CCCCCCCCCC)O)=O)CC(CCCCCCCCCC)O)CCCCCCCCCC 3,6-bis[4-[bis(2-hydroxydodecyl)amino]butyl]-2,5-piperazinedione